CCCCCCCC n-octane